4-methoxy-2,4-dimethyltetrahydro-2H-pyran-3-yl acetate C(C)(=O)OC1C(OCCC1(C)OC)C